CC1(CCC(C2C3=C(OC21)C=C(C=C3O)CCCCC)C(=C)C)O 6-Methyl-3-pentyl-9-(prop-1-en-2-yl)-5a,6,7,8,9,9a-hexahydrodibenzo[b,d]furan-1,6-diol